4-(1-(2-chloro-5-(trifluoromethyl)phenyl)-1H-1,2,3-triazol-4-yl)benzoic acid ClC1=C(C=C(C=C1)C(F)(F)F)N1N=NC(=C1)C1=CC=C(C(=O)O)C=C1